2'-(dicyclohexylphosphanyl)-N2,N2,N6,N6-tetramethyl-[1,1'-biphenyl]-2,6-diamine C1(CCCCC1)P(C1=C(C=CC=C1)C=1C(=CC=CC1N(C)C)N(C)C)C1CCCCC1